1,2-diazetidine N1NCC1